C(=O)C1=CC=CC(=N1)C1=NC2=CC(=NC=C2C=C1)CNC(C1=CC(=C(C=C1)C)S(=O)(=O)C)=O N-((2-(6-formylpyridin-2-yl)-1,6-naphthyridin-7-yl)methyl)-4-methyl-3-(methylsulfonyl)benzamide